3-(2-(cyclohexyl((cyclohexylmethyl)thio)methoxy)-2,2-diphenylacetoxy)spiro[bicyclo[3.2.1]octane-8,1'-pyrrolidin]-8-ium C1(CCCCC1)C(OC(C(=O)OC1CC2CCC(C1)[N+]21CCCC1)(C1=CC=CC=C1)C1=CC=CC=C1)SCC1CCCCC1